CC1=CC=C(CNC2=NC=CC(=N2)NS(=O)(=O)C2=CC(=CC=C2)[N+](=O)[O-])C=C1 N-(2-((4-methylbenzyl)amino)pyrimidin-4-yl)-3-nitrobenzenesulfonamide